2-cyano-N-(2-(2-(2-(2-hydroxyethoxy)ethoxy)ethoxy)ethyl)acetamide C(#N)CC(=O)NCCOCCOCCOCCO